6-(3,5-dimethoxybenzyl)-3-methyl-8-(morpholin-4-yl)-2,6-dihydroimidazo[1,2-c]pyrido[2,3-e]pyrimidin-5(3H)-one COC=1C=C(CN2C(N3C(C4=C2C=C(C=N4)N4CCOCC4)=NCC3C)=O)C=C(C1)OC